1-(2-Methyl-5-(4-((4-methylpiperazin-1-yl)methyl)phenoxy)phenyl)thiourea CC1=C(C=C(C=C1)OC1=CC=C(C=C1)CN1CCN(CC1)C)NC(=S)N